C(CC(C)C)#N Isopentanonitrile